O=C1NC(CCC1NC1=CC=C(C=C1)CC(=O)N1CCC(CC1)NC(=O)C1=NC=CC=C1)=O N-[1-[2-[4-[(2,6-dioxo-3-piperidinyl)amino]phenyl]acetyl]-4-piperidinyl]pyridine-2-carboxamide